ClC1=CC=C(OC2=C(C=C(C#N)C=C2)O)C=C1 4-(4-chlorophenoxy)-3-hydroxybenzonitrile